N-[(benzyloxy)carbonyl]glycyl-L-tyrosine tert-butyl ester C(C)(C)(C)OC([C@@H](NC(CNC(=O)OCC1=CC=CC=C1)=O)CC1=CC=C(C=C1)O)=O